N1C(=CC=C1)C(C(O)=O)N pyrrolyl-ketoethanolamine